FC(C1=NN(C=C1C(=O)NC1=C(C=CC=C1)CO)C)F 3-(difluoromethyl)-N-[2-(hydroxymethyl)phenyl]-1-methylpyrazole-4-carboxamide